3-[2-(cyclopropoxy)-3-pyridyl]-6-methoxy-5-piperazin-1-yl-pyrazolo[1,5-a]pyrimidine C1(CC1)OC1=NC=CC=C1C=1C=NN2C1N=C(C(=C2)OC)N2CCNCC2